CC(CO)C=1CCC(C23CCC(C(C12)(C)C)C3)(C)C 1,3,4,5,6,7-hexahydro-β,1,1,5,5-pentamethyl-2H-2,4a-methano-naphthalene-8-ethanol